(S)-1-(cyclopropanesulfonamido)-1-oxo-3-((S)-2-oxopyrrolidin-3-yl)propan C1(CC1)S(=O)(=O)NC(CC[C@@H]1C(NCC1)=O)=O